ClC1=CC=C(C=C1)NS(=O)(=O)C1CC12CCC(CC2)C2=CC=NC1=CC=C(C=C21)F N-(4-chlorophenyl)-6-(6-fluoroquinolin-4-yl)spiro[2.5]octane-1-sulfonamide